S1CC(CC1)=O 4,5-dihydro-3(2h)thiophenone